OC1=C(C(=O)C2=C(C=CC=C2)O)C=CC(=C1)OCCCCCCCC 2,2'-Dihydroxy-4-(octoxy)benzophenone